tert-butyl-4-(3-(2,6-bis(benzyloxy)pyridin-3-yl)-7-fluoro-1-methyl-1H-indazol-6-yl)-3,6-dihydropyridine-1(2H)-carboxylate C(C)(C)(C)OC(=O)N1CCC(=CC1)C1=CC=C2C(=NN(C2=C1F)C)C=1C(=NC(=CC1)OCC1=CC=CC=C1)OCC1=CC=CC=C1